C(C1=CC=CC=C1)OC(=O)C1CC=C(CC1)C=1OC(=CN1)C(=O)OCC ethyl 2-(4-((benzyloxy)carbonyl)cyclohex-1-en-1-yl)oxazole-5-carboxylate